N-[(3S,4R)-3-fluoro-1-methylpiperidin-4-yl]-6-[8-(prop-2-enamido)naphthalen-2-yl]pyridine-2-carboxamide F[C@H]1CN(CC[C@H]1NC(=O)C1=NC(=CC=C1)C1=CC2=C(C=CC=C2C=C1)NC(C=C)=O)C